1-(((S)-1-((R)-3-cyclobutyl-2-methylpropanoyl)-4-hydroxy-3,3-dimethylpiperidin-4-yl)methyl)-4-(2-fluorophenyl)-6-oxo-1,6-dihydropyridine-3-carboxylic acid C1(CCC1)C[C@H](C(=O)N1CC([C@](CC1)(O)CN1C=C(C(=CC1=O)C1=C(C=CC=C1)F)C(=O)O)(C)C)C